n-tridecyl-phosphonic acid C(CCCCCCCCCCCC)P(O)(O)=O